N-methyl-6-nitro-2,3-dihydrobenzo-furan-3-amine CNC1COC2=C1C=CC(=C2)[N+](=O)[O-]